3-(Aminomethyl)pyrazole Choline OCC[N+](C)(C)C.NCC1=NNC=C1